ethylt-butyl fumarate C(\C=C\C(=O)[O-])(=O)OC(CCC)(C)C